dimethylaminotrimethyl-tin CN(C)[Sn](C)(C)C